FC(C=1C=C(C(=O)O)C=C(C1)C1=C(C=CC=C1)C(F)(F)F)(F)F 3-(trifluoromethyl)-5-[2-(trifluoromethyl)phenyl]benzoic acid